4-(3,5-dichlorophenyl)-1H-pyrazole-3-carboxylic acid ClC=1C=C(C=C(C1)Cl)C=1C(=NNC1)C(=O)O